2-(2-((7-chloro-1,2,3,4-tetrahydroisoquinolin-6-yl)amino)-5-(trifluoromethyl)pyrimidin-4-yl)-6,7-dihydro-5H-thieno[2,3-b][1,4]oxathiepine 4,4-dioxide ClC1=C(C=C2CCNCC2=C1)NC1=NC=C(C(=N1)C1=CC2=C(OCCCS2(=O)=O)S1)C(F)(F)F